NC1=C2C(=NC=N1)N(N=C2C2=CC(=C(C=C2)OC)F)[C@@H](C)C2=NC1=CC=CC(=C1C(N2C2CCC2)=O)F 2-((S)-1-(4-amino-3-(3-fluoro-4-methoxyphenyl)-1H-pyrazolo[3,4-d]pyrimidin-1-yl)ethyl)-3-cyclobutyl-5-fluoroquinazolin-4(3H)-one